3-chloro-N-(3-cyano-4-fluoro-phenyl)-4-[2-[(1-ethynyl-3,3-difluoro-cyclobutyl)amino]-2-oxo-acetyl]-1,5-dimethyl-pyrrole-2-carboxamide ClC1=C(N(C(=C1C(C(=O)NC1(CC(C1)(F)F)C#C)=O)C)C)C(=O)NC1=CC(=C(C=C1)F)C#N